NC1=C(C(NC2=C(C=CC=C12)C=1C=NC=CC1OC)=O)C(=O)NCCC(F)F 4-amino-N-(3,3-difluoropropyl)-8-(4-methoxy-3-pyridinyl)-2-oxo-1H-quinoline-3-carboxamide